2-(3-ethylsulfanyl-pyridin-2-yl)-6-pentafluoroethyl-oxazolo[5,4-b]pyridine C(C)SC=1C(=NC=CC1)C=1OC2=NC=C(C=C2N1)C(C(F)(F)F)(F)F